ClC=1C(=NC=2CN(CCC2C1)CC1=NC=2C(=NC(=CC2)C(=O)O)N1CCS(=O)(=O)C)OCC1=C(C=C(C=C1)Cl)F 2-({3-Chloro-2-[(4-chloro-2-fluorophenyl)methoxy]-5,6,7,8-tetrahydro-1,7-naphthyridin-7-yl}methyl)-3-(2-methylsulfonylethyl)-3H-imidazo[4,5-b]pyridine-5-carboxylic acid